[Si](C1=CC=CC=C1)(C1=CC=CC=C1)(C(C)(C)C)OCCSCCN(C(CCCCC)CCCCC)C 6-((2-((2-((tert-Butyldiphenylsilyl)oxy)ethyl)thio)ethyl)(methyl)amino)undecane